ClC=1C=C(NC(C(C(=O)OC)(OCC)F)=O)C=C(C1)Cl methyl 3-(3,5-dichloroanilino)-2-fluoro-2-ethoxy-3-oxo-propanoate